C1(CCCC1)C1=CC(=NN1)NC1=CN=CC(=N1)OCCO 2-((6-((5-cyclopentyl-1H-pyrazol-3-yl)amino)pyrazin-2-yl)oxy)ethan-1-ol